OC(CN1C=CC2=CC(=CC=C12)N1C(NC2=C(C1=O)C1=C(S2)CCCC1)=O)(C)C 3-(1-(2-Hydroxy-2-methylpropyl)-1H-indol-5-yl)-5,6,7,8-tetrahydrobenzo[4,5]thieno[2,3-d]pyrimidine-2,4(1H,3H)-dione